N(=[N+]=[N-])CCNC(C1=CC=C(C=C1)C=O)=O N-(2-azidoethyl)-4-formylbenzamide